BrC=1N=CC(=NC1)C=O 5-bromopyrazine-2-carbaldehyde